CN1CC=2[C@@H](CCCC2C(=C1)C=1C=C2CCC(N(C2=CC1)C)=O)N=SC(C)(C)C 2-methyl-N-((R)-4-(1-methyl-2-oxo-1,2,3,4-tetrahydroquinolin-6-yl)-5,6,7,8-tetrahydroisoquinolin-8-yl)tert-butyl-sulfimide